Cl.N[C@@H](C)C(=O)N1CCN(CC1)C(=O)NC1=NC(N(C=C1)C1=CC=C(C=C1)CN(CC)[C@@H]1CC[C@H](CC1)N)=O 4-(L-Alanyl)-N-(1-(4-(((trans-4-aminocyclohexyl)(ethyl)amino)methyl)phenyl)-2-oxo-1,2-dihydropyrimidin-4-yl)piperazine-1-carboxamide hydrochloride salt